N-[1-[5-amino-2-(5-chloro-2-pyridinyl)-1,2,4-triazol-3-yl]ethyl]-3-chloro-5-(trifluoromethyl)benzamide NC=1N=C(N(N1)C1=NC=C(C=C1)Cl)C(C)NC(C1=CC(=CC(=C1)C(F)(F)F)Cl)=O